FC=1C=C(C(=O)NC([2H])([2H])[2H])C=C(C1)CN1C(C2=CC=C(C=C2C=C1)C=1C=NNC1C(F)(F)F)=O 3-Fluoro-N-(methyl-d3)-5-((1-oxo-6-(5-(trifluoromethyl)-1H-pyrazol-4-yl)isoquinolin-2(1H)-yl)methyl)benzamide